FC1=CC=C(CN2CCN(CC2)C2=CC=C(C=N2)C2=C3C=NC=NC3=CC(=C2)C=2C=NN(C2)C)C=C1 5-(6-(4-(4-Fluorobenzyl)piperazin-1-yl)pyridin-3-yl)-7-(1-methyl-1H-pyrazol-4-yl)quinazoline